The molecule is an O-acylcarnitine having 3-hydroxytetradecanoyl as the acyl substituent. It has a role as a metabolite. It is an ammonium betaine, a carboxylic ester and an O-(hydroxymyristoyl)carnitine. It derives from a carnitine. CCCCCCCCCCCC(CC(=O)OC(CC(=O)[O-])C[N+](C)(C)C)O